2-((1R,2S)-1-(2-chloro-5-fluorophenyl)-1-(1,3-dimethyl-1H-pyrazol-5-yl)propan-2-yl)-5-hydroxy-N-(isoxazol-4-yl)-1-methyl-6-oxo-1,6-dihydropyrimidine-4-carboxamide ClC1=C(C=C(C=C1)F)[C@@H]([C@H](C)C=1N(C(C(=C(N1)C(=O)NC=1C=NOC1)O)=O)C)C1=CC(=NN1C)C